CC1(CC1)NC(O[C@H]1C[C@H](CC1)C1=NN(C(=C1)N)C(C)(C)C)=O (1R,3S)-3-(5-amino-1-tert-butylpyrazol-3-yl)cyclopentyl N-(1-methylcyclopropyl)carbamate